ClC1=C(C(=CC=C1)F)CN1C(CSC2=C1C=C(C=C2)C(=O)NCC=2OC=CC2)=O 4-[(2-Chloro-6-fluorophenyl)methyl]-N-(furan-2-ylmethyl)-3-oxo-1,4-benzothiazine-6-carboxamide